γ-methacryloxypropyldimethylmethoxysilane C(C(=C)C)(=O)OCCC[Si](OC)(C)C